NC[C@@H]1CC[C@H](CO1)NC(OC(C)(C)C)=O tert-butyl ((3R,6S)-6-(aminomethyl)tetrahydro-2H-pyran-3-yl)carbamate